P(=O)(OC(C)(C)C)(OCN1N=CC(=C1)C=1OC(=CC1)C(NC=1C(=NN(C1)CCOC)C1=NC=CC=C1)=O)O tert-butyl ((4-(5-((1-(2-methoxyethyl)-3-(pyridin-2-yl)-1H-pyrazol-4-yl)carbamoyl)furan-2-yl)-1H-pyrazol-1-yl)methyl) hydrogen phosphate